C(C)(C)(C)OC(NC1CC=C(CC1)C1=CC(=CC=2CCOC21)NC2=NC(=CC(=N2)C)NC)=O [4-[5-[[4-methyl-6-(methylamino)pyrimidin-2-yl]amino]-2,3-dihydrobenzofuran-7-yl]cyclohex-3-en-1-yl]carbamic acid tert-butyl ester